C(CCC(=O)[O-])(=O)OCCOC(C=C)=O mono-(2-(acryloyloxy) ethyl) succinate